O=C1NC(CCC1C1=NN(C2=C(C(=CC=C12)C1CCN(CC1)C[C@@H]1[C@@H](CN(CC1)C(=O)OC(C)(C)C)C)F)C)=O tert-butyl (3S,4S)-4-((4-(3-(2,6-dioxopiperidin-3-yl)-7-fluoro-1-methyl-1H-indazol-6-yl)piperidin-1-yl)methyl)-3-methylpiperidine-1-carboxylate